methyl 6-(bromomethyl) pyridine-3-carboxylate COC(=O)C1=CN=C(C=C1)CBr